2-(naphthalen-2-yl)-2-phenylsuccinic acid C1=C(C=CC2=CC=CC=C12)C(C(=O)O)(CC(=O)O)C1=CC=CC=C1